5-((benzyloxy)methyl)-6-(4-methoxyphenyl)-4-methyl-2-phenylpyrazolo[1,5-a]pyrimidin-7(4H)-one C(C1=CC=CC=C1)OCC=1N(C=2N(C(C1C1=CC=C(C=C1)OC)=O)N=C(C2)C2=CC=CC=C2)C